C1=CC=C2C(=C1)C=CC3=C2NC(=O)C=C3 BENZOQUINOLONE